CC1(CCCC1)NC(C1=CC=CC=C1)=O N-(1-methylcyclopentyl)-benzamide